tert-butyl (R)-4-acetoxy-8-(chloromethyl)-1-methyl-7,8-dihydro-6H-thieno[3,2-e]indole-6-carboxylate C(C)(=O)OC1=C2C(=C3[C@H](CN(C3=C1)C(=O)OC(C)(C)C)CCl)C(=CS2)C